isopropyl (S)-6-diazo-2-((S)-2-ethoxy-2-phenylacetamido)-5-oxohexanoate [N+](=[N-])=CC(CC[C@@H](C(=O)OC(C)C)NC([C@H](C1=CC=CC=C1)OCC)=O)=O